CC=1N=CN(C1CS(=O)C1=CC=C(N)C=C1)CCC 4-(((4-methyl-1-propyl-1H-imidazol-5-yl)methyl)sulfinyl)aniline